FC1=C(C=CC=2NC(=NC21)CNC2=NC(=NC=1N2N=CC1C)S(=O)(=O)C)F N-[(4,5-difluoro-1H-benzimidazol-2-yl)methyl]-2-(methanesulfonyl)-8-methylpyrazolo[1,5-a][1,3,5]triazin-4-amine